titanium tetraethoxide [O-]CC.[O-]CC.[O-]CC.[O-]CC.[Ti+4]